zinc-selenide [Se-2].[Zn+2]